BrC(C(=C(F)F)F)(F)Br dibromotetrafluoropropylene